3-[1-methyl-7-[4-(4-methylpiperazin-1-yl)anilino]-2-oxo-4H-pyrimido[4,5-d]pyrimidin-3-yl]pyrrolidine-1-carboxylic acid tert-butyl ester C(C)(C)(C)OC(=O)N1CC(CC1)N1C(N(C2=NC(=NC=C2C1)NC1=CC=C(C=C1)N1CCN(CC1)C)C)=O